N[C@H](C)C=1C=C(N)C=CC1 (R)-3-(1-aminoethyl)aniline